(Z)-3-(Benzylthio)-1-phenylprop-2-en-1-one C(C1=CC=CC=C1)S\C=C/C(=O)C1=CC=CC=C1